[Na+].C1(=CC=CC=C1)P(C1=CC=CC=C1)C1=C(C=CC=C1)S(=O)(=O)[O-] diphenylphosphinobenzenesulfonic acid sodium salt